methyl (1R,3R,4S,5R)-3,4-bis{[(2E)-3-(3,4-dihydroxyphenyl)prop-2-enoyl]oxy}-1,5-dihydroxycyclohexane-1-carboxylate OC=1C=C(C=CC1O)/C=C/C(=O)O[C@@H]1C[C@](C[C@H]([C@@H]1OC(\C=C\C1=CC(=C(C=C1)O)O)=O)O)(C(=O)OC)O